[4-[2-(2-chlorophenyl)-4-methylpiperazine-1-carbonyl]-3-(2-oxa-7-azaspiro[3.4]oct-7-yl)phenyl]cyclopropanecarboxamide ClC1=C(C=CC=C1)C1N(CCN(C1)C)C(=O)C1=C(C=C(C=C1)C1(CC1)C(=O)N)N1CCC2(COC2)C1